3,3,4,5,6,7-hexachloroisoindolinone ClC1(NC(C2=C(C(=C(C(=C12)Cl)Cl)Cl)Cl)=O)Cl